C(C)OCCOC ethylene glycol methyl (ethyl) ether